The molecule is a member of the class of sulfamic acids that is sulfamic acid in which one of the amino hydrogens has been replaced by an octyl group. It has a role as a kairomone and a Daphnia pulex metabolite. It is a conjugate acid of an octylsulfamate. CCCCCCCCNS(=O)(=O)O